2,6-di-t-butyl-4-(3-hydroxy-2-methylpropyl)phenol C(C)(C)(C)C1=C(C(=CC(=C1)CC(CO)C)C(C)(C)C)O